(4S)-4-isopropyl-3-(2-((1-(2-(piperidin-4-yloxy)pyrimidin-5-yl)ethyl)amino)pyrimidin-4-yl)2-oxazolidinone C(C)(C)[C@@H]1N(C(OC1)=O)C1=NC(=NC=C1)NC(C)C=1C=NC(=NC1)OC1CCNCC1